2-(2-(ethylsulfonyl)-7-(trifluoromethyl)indol-3-yl)-3-methyl-6-(trifluoromethyl)-3H-imidazo[4,5-b]pyridine C(C)S(=O)(=O)C=1NC2=C(C=CC=C2C1C1=NC=2C(=NC=C(C2)C(F)(F)F)N1C)C(F)(F)F